ClC1=CC=C(N=N1)C(=O)NC1CCC(CC1)N(C)C=1C=NC(=C(C1)C(F)(F)F)C#N 6-chloro-N-[4-[[6-cyano-5-(trifluoromethyl)-3-pyridyl]-methyl-amino]cyclohexyl]pyridazine-3-carboxamide